4-[[(4S)-3-[2-[[(1S)-1-(2,2-difluoro-1,3-benzodioxol-5-yl)ethyl]amino]-4-pyridinyl]-1-(oxetan-3-yl)-4,5,6,7-tetrahydroindazol-4-yl]oxy]benzoic acid FC1(OC2=C(O1)C=CC(=C2)[C@H](C)NC2=NC=CC(=C2)C2=NN(C=1CCC[C@@H](C21)OC2=CC=C(C(=O)O)C=C2)C2COC2)F